N-[3-(4-fluorophenyl)propyl]-1-[7-(2-trimethylsilylethynyl)thieno[3,2-d]pyrimidin-4-yl]-4-piperidinyl-amine FC1=CC=C(C=C1)CCCNC1CCN(CC1)C=1C2=C(N=CN1)C(=CS2)C#C[Si](C)(C)C